The molecule is a nickel-iron-sulfur cluster in which the nickel and iron atoms are linked by bridging sulfur atoms with the ratio Ni:Fe:S = 1:4:4. It has a role as a cofactor. [SH-].[SH-].[SH-].[SH-].[Fe].[Fe].[Fe].[Fe].[Ni]